C1(CC1)N1C(C(=CC=C1)NC(=O)C=1C(=NC=2N(C1)C=C(N2)C21COC(C2)(C1)CF)OC(C)C)=O N-(1-cyclopropyl-2-oxo-1,2-dihydropyridin-3-yl)-2-(1-(fluoromethyl)-2-oxabicyclo[2.1.1]hexan-4-yl)-7-isopropoxyimidazo[1,2-a]pyrimidine-6-carboxamide